N1N=C(C=2C1=NC=CC2)C2=NN1C(C(=N2)NC2C(C3C4CC4C2CC3)C(=O)O)=CC=C1 7-((2-(1H-pyrazolo[3,4-b]pyridin-3-yl)pyrrolo[2,1-f][1,2,4]triazin-4-yl)amino)tricyclo[3.2.2.02,4]nonane-6-carboxylic acid